2-methyl-2-[3-(triazol-1-ylmethyl)cyclobutyl]propionic acid CC(C(=O)O)(C)C1CC(C1)CN1N=NC=C1